F[C@@H]1C[C@H](CN(C1)C)N(C=1C=2N(C(=NN1)C1=C(C=C(C=C1)C(F)(F)F)O)C=CN2)C 2-(8-(((3R,5R)-5-fluoro-1-methylpiperidin-3-yl)(methyl)amino)imidazo[1,2-d][1,2,4]triazin-5-yl)-5-(trifluoromethyl)phenol